The molecule is an aminotetrasaccharide consisting of three molecules of 2-acetamido-2-deoxy-beta-D-glucopyranose joined in sequence by (1->3) and (1->4) glycosidic bonds in which the non-terminal group has been glycosylated at the 6-hydroxy group by fourth 2-acetamido-2-deoxy-beta-D-glucopyranose moiety. It is an amino tetrasaccharide and a member of acetamides. CC(=O)N[C@@H]1[C@H]([C@@H]([C@H](O[C@H]1O)CO)O[C@H]2[C@@H]([C@H]([C@@H]([C@H](O2)CO[C@H]3[C@@H]([C@H]([C@@H]([C@H](O3)CO)O)O)NC(=O)C)O)O[C@H]4[C@@H]([C@H]([C@@H]([C@H](O4)CO)O)O)NC(=O)C)NC(=O)C)O